4-(benzyloxy)-8-chloro-2-(methylthio)-9H-pyrido[4',3':4,5]pyrrolo[2,3-d]pyrimidine C(C1=CC=CC=C1)OC=1C2=C(N=C(N1)SC)NC1=C2C=CN=C1Cl